6-tert-butyl-9-{2-[(carboxymethyl)amino]pyrimidin-5-yl}-10-methoxy-2-oxo-6,7-dihydro-2H-pyrido[2,1-a]isoquinoline-3-carboxylic acid C(C)(C)(C)C1N2C(C3=CC(=C(C=C3C1)C=1C=NC(=NC1)NCC(=O)O)OC)=CC(C(=C2)C(=O)O)=O